C(CCCCCCCCCCCCCCCCCC)OC(C(C)I)=O.O1C(CCCC1)OC1=CC=C(C=C1)N1CCN(CC1)C1=CC=C(C=C1)OC1OCCCC1 1,4-bis(4-((tetrahydropyran-2-yl)oxy)phenyl)piperazine nonadecyl-2-iodopropionate